3-(1H-[1,2,3]triazolo[4,5-b]pyridin-5-yl)-N-(4-butoxyphenyl)benzamide N1N=NC2=NC(=CC=C21)C=2C=C(C(=O)NC1=CC=C(C=C1)OCCCC)C=CC2